Bis-[2,4-bis(1,1-dimethylpropyl)phenyl][4-(1,1-dimethylpropyl)phenyl]phosphit CC(CC)(C)C1=C(C=CC(=C1)C(CC)(C)C)C=1C(=C(C=CC1C(CC)(C)C)P([O-])([O-])[O-])C1=C(C=C(C=C1)C(CC)(C)C)C(CC)(C)C